COC1=C(OCCCCCCCCP(O)(O)=O)C=CC(=C1)\C=C\C(=O)OC (E)-(8-(2-methoxy-4-(3-methoxy-3-oxoprop-1-en-1-yl)phenoxy)octyl)phosphonic acid